CC1(OCC2=C1N=C(N=C2OC=2C=C(C=CC2)NC(C=C)=O)NC2=CC=C(C=C2)N2CCN(CC2)C)C N-(3-((7,7-dimethyl-2-((4-(4-methylpiperazin-1-yl)phenyl)amino)-5,7-dihydrofuro[3,4-d]pyrimidin-4-yl)oxy)phenyl)acrylamide